N-(3-(7-(4-chlorobenzyl)-3-methyl-2,6-dioxo-8-(3-(trifluoromethoxy)phenoxy)-2,3,6,7-tetrahydro-1H-purin-1-yl)propyl)acetamide Cytidine-5'-Isobutyrate [C@@H]1([C@H](O)[C@H](O)[C@@H](C(O)CC(C(=O)O)C)O1)N1C(=O)N=C(N)C=C1.ClC1=CC=C(CN2C(=NC=3N(C(N(C(C23)=O)CCCNC(C)=O)=O)C)OC2=CC(=CC=C2)OC(F)(F)F)C=C1